CC=1N(C=C(C1SC)C1=CC=C(C=C1)C)S(=O)(=O)CC1=CC=CC=C1 2-methyl-3-(methylthio)-4-(p-tolyl)-1-toluenesulfonyl-1H-pyrrole